CN([C@@H](C(C)C)C(=O)OC)C(C1=NC=C(C=C1)NC(=O)C1[N@@](C1)C(C1=CC=CC=C1)(C1=CC=CC=C1)C1=CC=CC=C1)=O methyl N-methyl-N-(5-((R)-1-tritylaziridine-2-carboxamido) picolinoyl)-L-valinate